(E)-N-((dimethylamino)methylene)-5-(3-hydroxyphenyl)nicotinamide CN(C)\C=N\C(C1=CN=CC(=C1)C1=CC(=CC=C1)O)=O